2-((6-(2-(3-aminoazetidin-1-yl)pyrimidin-5-yl)-2-ethylimidazo[1,2-a]pyridin-3-yl)(methyl)amino)-4-(4-fluorophenyl)thiazole-5-carbonitrile hydrochloride Cl.NC1CN(C1)C1=NC=C(C=N1)C=1C=CC=2N(C1)C(=C(N2)CC)N(C=2SC(=C(N2)C2=CC=C(C=C2)F)C#N)C